CC1=CC(=C(C#N)C=C1)C1(CC2C(N(OC2(C)C)C)C(C1)C)C 4-methyl-2-(1,3,3,5,7-pentamethyloctahydrobenzo[c]isoxazol-5-yl)benzonitrile